C(C#C)(=O)OCCCCOC(C#C)=O butane-1,4-diyl dipropiolate